(S)-2-(di-(tert-butoxycarbonyl)amino)-3-(2,4-diiodophenyl)propionic acid C(C)(C)(C)OC(=O)N([C@H](C(=O)O)CC1=C(C=C(C=C1)I)I)C(=O)OC(C)(C)C